(S)-3-(6-oxo-1'-((2-oxoindolin-6-yl)methyl)-6,8-dihydro-2H,7H-spiro[furo[2,3-e]isoindole-3,4'-piperidin]-7-yl)piperidine-2,6-dione O=C1N(CC2=C3C(=CC=C12)C1(CCN(CC1)CC1=CC=C2CC(NC2=C1)=O)CO3)[C@@H]3C(NC(CC3)=O)=O